Cl.C12CN(CC(CC1)N2)C=2C=1N(N=CC2F)C=C(C1)Br 4-(3,8-diazabicyclo[3.2.1]oct-3-yl)-6-bromo-3-fluoropyrrolo[1,2-b]pyridazine hydrochloride